ClC=1C=CC(=C(C1)B(O)O)C(=O)N1CCOCC1 5-CHLORO-2-(MORPHOLINE-4-CARBONYL)PHENYLBORONIC ACID